C(CCCCC=C)(=O)OCC1=CC=CC=C1 benzyl hept-6-enoate